BrC=1C=2N(N=C(C1)C=1C(NC(NC1)=O)=O)C=CN2 5-(8-bromoimidazo[1,2-b]pyridazin-6-yl)-1H-pyrimidine-2,4-dione